(4-Chloro-1-ethylimidazol-2-yl)methanol ClC=1N=C(N(C1)CC)CO